1-(6-fluoro-2-(2-methoxy-7-methylquinoxalin-5-yl)benzo[d]Thiazol-4-yl)-2,2-dimethylpropan-1-ol FC1=CC2=C(N=C(S2)C2=C3N=CC(=NC3=CC(=C2)C)OC)C(=C1)C(C(C)(C)C)O